OCCCN1C=CC=2C1=NC=CC2 (3-hydroxypropyl)-1H-pyrrolo[2,3-b]-pyridin